CO[C@@H]1CC[C@@]2([C@H]3CC[C@@]4(C(CC[C@H]4C3CC[C@@H]2C1)[C@@]1(CCC(N1)=O)C)C)C (5S)-5-((3R,5R,9S,10S,13S,14S)-3-methoxy-10,13-dimethylhexadecahydro-1H-cyclopenta[a]phenanthren-17-yl)-5-methylpyrrolidin-2-one